CC=1C=C(N=NC1C)NC1=NN2C(C=C(C=C2)C2=C(C=NC(=C2)C)OCC(C)(O)C)=C1 1-[[4-[2-[(5,6-dimethylpyridazin-3-yl)amino]pyrazolo[1,5-a]pyridin-5-yl]-6-methyl-3-pyridyl]oxy]-2-methyl-propan-2-ol